3-[benzyl(propan-2-yl)amino]-1-naphthalen-2-ylpropan-1-one C(C1=CC=CC=C1)N(CCC(=O)C1=CC2=CC=CC=C2C=C1)C(C)C